C(=O)(O)C1=CC=CC(=N1)CN1CCOCCOCCN(CCOCCOCC1)CC1=CC(=CC(=N1)C(=O)O)OCCC1=CC=C(C=C1)N=C=S 6-((16-((6-carboxypyridin-2-yl)methyl)-1,4,10,13-tetraoxa-7,16-diazacyclooctadecan-7-yl)methyl)-4-(4-isothiocyanatophenethoxy)picolinic acid